C(=O)NC1=C(C=CC=C1)CC(=O)O (2S)-2-formamidophenylacetic acid